OC(CC(=O)[O-])C.[Ca+2].OC(CC(=O)[O-])C calcium (D)-β-hydroxybutyrate